4-(1-(triethoxy-silyl)ethyl)tetrahydro-1,4-oxazine C(C)O[Si](C(C)N1CCOCC1)(OCC)OCC